8-((2S,5R)-4-(1-(5-(difluoromethoxy)pyridin-2-yl)ethyl)-2,5-dimethylpiperazin-1-yl)-5-methyl-6-oxo-5,6-dihydro-1,5-naphthyridine-2-carbonitrile FC(OC=1C=CC(=NC1)C(C)N1C[C@@H](N(C[C@H]1C)C1=CC(N(C=2C=CC(=NC12)C#N)C)=O)C)F